Cl.C1=C(C=CC2=CC=CC=C12)N1C(N(C2=NC=CC=C21)[C@@H]2CNCC2)=O (S)-1-(naphthalen-2-yl)-3-(pyrrolidin-3-yl)-1,3-dihydro-2H-imidazo[4,5-b]pyridin-2-one hydrochloride